BrC1=C(C=O)C=C(C(=C1Br)S(=O)(=O)C1=CC=C(C=C1)OC(F)(F)F)OC 2,3-dibromo-5-methoxy-4-((4-trifluoromethoxyphenyl)sulfonyl)benzaldehyde